7-((5-(4-methylpiperazin-1-yl)pyridin-2-yl)amino)-1-oxoisoindoline-2-carboxylic acid tert-butyl ester C(C)(C)(C)OC(=O)N1C(C2=C(C=CC=C2C1)NC1=NC=C(C=C1)N1CCN(CC1)C)=O